ClC(C1=NC(=NO1)C=1C=CC(=NC1)CP(OCC)(=O)NC=1C=NC=CC1)(F)F ethyl P-((5-(5-(chlorodifluoromethyl)-1,2,4-oxadiazol-3-yl)pyridin-2-yl)methyl)-N-(pyridin-3-yl)phosphonamidate